2-(4-methoxy-1H-indol-3-yl)ethan-1-amine COC1=C2C(=CNC2=CC=C1)CCN